CNCCOCCN(C)C N,N,N'-trimethylbis(aminoethyl) ether